N2-((3R,4S)-3-Fluoro-1-(oxetan-3-yl)piperidin-4-yl)-5-(3-(2-fluoroethyl)-3H-imidazo[4,5-b]pyridin-5-yl)-N4-methylpyrrolo[2,1-f][1,2,4]triazine-2,4-diamine F[C@@H]1CN(CC[C@@H]1NC1=NN2C(C(=N1)NC)=C(C=C2)C2=CC=C1C(=N2)N(C=N1)CCF)C1COC1